O=C(C=C)C=1N=C2C(=NC1)N(C(C21CNCC1)=O)C1=CC=C(C=C1)C(F)(F)F (1-oxoprop-2-enyl)-5'-[4-(trifluoromethyl)phenyl]-1,2,4,5,5',6'-hexahydrospiro[pyrrole-3,7'-pyrrolo[2,3-b]pyrazin]-6'-one